BrC=1C(=NC=CC1)C=O 3-bromopyridine-2-carbaldehyde